2-methyl-4H-pyrrolo[2,3-d]thiazole CC=1SC2=C(N1)NC=C2